COC1=NC(=CC2=C1C(N(N=C2)C)=O)N2CCC(CC2)CCP(OCC2=CC=CC=C2)(OCC2=CC=CC=C2)=O Dibenzyl (2-(1-(5-methoxy-3-methyl-4-oxo-3,4-dihydropyrido[3,4-d]pyridazin-7-yl)piperidin-4-yl)ethyl)phosphonate